allyl ethylacetate C(C)CC(=O)OCC=C